3-[(1-ethyl-1H-pyrazol-4-yl)methyl]-2-fluoro-6-methoxypyridine C(C)N1N=CC(=C1)CC=1C(=NC(=CC1)OC)F